NC=1C=C2C(N(C=NC2=CC1)CCCOC)=O 6-amino-3-(3-methoxypropyl)quinazolin-4(3H)-one